neodymium-iron-boron cadmium-iron [Fe].[Cd].[B].[Fe].[Nd]